BrC=1C=CC2=C(C3=C(C(OC(=N3)C=3N(N=C(C3)Cl)C3=NC=CC=C3Cl)=O)C=C2C1)Br 7,10-Dibromo-2-[5-chloro-2-(3-chloro-2-pyridyl)pyrazol-3-yl]benzo[g][3,1]benzoxazin-4-one